C(C)(C)OC=1C=C2C(=NN(C2=CC1)C(C1=CC=CC=C1)(C1=CC=CC=C1)C1=CC=CC=C1)C=1C=C(N=NC1)N1CCOCC1 4-(5-(5-isopropoxy-1-trityl-1H-indazol-3-yl)pyridazin-3-yl)morpholine